2-(5-methylpyridin-2-yl)-5-nitrobenzoic acid methyl ester COC(C1=C(C=CC(=C1)[N+](=O)[O-])C1=NC=C(C=C1)C)=O